6,6'-(piperazine-1,4-diyl)bis(3-aminopyridine) N1(CCN(CC1)C1=CC=C(C=N1)N)C1=CC=C(C=N1)N